C(C)(C)(C)P(CCP(C(C)(C)C)C(C)(C)C)C(C)(C)C 1,2-bis(di-t-butyl-phosphino)ethane